O=C1NC(CCC1C1=NN(C2=CC=CC=C12)CC(=O)NC=1C=NN(C1)C1CCOCC1)=O 2-(3-(2,6-Dioxopiperidin-3-yl)-1H-indazol-1-yl)-N-(1-(tetrahydro-2H-pyran-4-yl)-1H-pyrazol-4-yl)acetamide